1,6-dimethyl-4-[trans-3-methyl-4-(3-methyl-5-piperazin-1-yl-2-pyridyl)-1-piperidyl]pyrazolo[3,4-b]pyridine CN1N=CC=2C1=NC(=CC2N2C[C@H]([C@@H](CC2)C2=NC=C(C=C2C)N2CCNCC2)C)C